C(#N)C1=C(C=C(OC=2N=NNC2C(=O)O)C=C1)OCC1=CC=C(C=C1)F 4-(4-cyano-3-((4-fluorobenzyl)oxy)phenoxy)-1H-1,2,3-triazole-5-carboxylic acid